C1(CCC1)C1=C(C=C(C=C1)C1CN(C1)C(=O)N1CC2(C1)CC(C2)C2=NN=C(N2)C2CC2)S(=O)(=O)C [3-(4-Cyclobutyl-3-methylsulfonyl-phenyl)azetidin-1-yl]-[6-(5-cyclopropyl-4H-1,2,4-triazol-3-yl)-2-azaspiro[3.3]heptan-2-yl]methanone